C(C)(C)(C)OC(=O)N1CCC(CC1)CNC1=NN2C(C=3OCCN(C13)C)=NC(=C2C2=CC(=NC=C2)C(F)(F)F)C 4-{[2,6-Dimethyl-3-(2-trifluoromethyl-pyridin-4-yl)-7,8-dihydro-6H-9-oxa-1,3a,4,6-tetraaza-cyclopenta[a]naphthalen-5-ylamino]-methyl}-piperidine-1-carboxylic acid tert-butyl ester